3,5-bis(6-methylpyridin-2-yloxy)phenol CC1=CC=CC(=N1)OC=1C=C(C=C(C1)OC1=NC(=CC=C1)C)O